(2-oxo-2-(2-((9Z,12Z)-linoleoyloxy)ethoxy)ethyldithio)acetic acid O=C(CSSCC(=O)O)OCCOC(CCCCCCC\C=C/C\C=C/CCCCC)=O